ONC(C(=CC1=CC=C(C=C1)OC)N1N=NC(=C1)CNS(=O)(=O)C=1SC(=CC1)C1=CC=CC=C1)=O (S)-N-hydroxy-3-(4-methoxyphenyl)-2-(4-((5-phenylthiophene-2-sulfonamido)methyl)-1H-1,2,3-triazol-1-yl)propenamide